(R)-4-methylbenzenesulfonic acid CC1=CC=C(C=C1)S(=O)(=O)O